CC(C)CCC[C@@H](C)[C@H]1CC[C@H]2[C@@H]3CC=C4C[C@H](CC[C@]4(C)[C@H]3CC[C@]12C)OCCCCCCCCOC(CN(C)C)COCCCCCCCC\C=C/C\C=C/CCCCC 2-({8-[(3b)-cholest-5-en-3-yloxy]octyl}oxy)-N,N-dimethyl-3-[(9Z,12Z)-octadeca-9,12-dien-1-yloxy]propan-1-amine